OC1CCN(CC1)C1=NC(=NC(=C1)NCC1=CC=C(C=C1)NS(=O)(=O)CCC)NC=1SC(=C(N1)C)C(=O)OCC ethyl 2-[[4-[4-hydroxy-1-piperidinyl]-6-[[(4-(propylsulfonamido) phenyl) methyl] amino]-2-pyrimidinyl] amino]-4-methyl-5-thiazolecarboxylate